C1(CC1)COC1=C(C(=O)O)C=CC(=C1)O 2-(cyclopropylmethoxy)-4-hydroxybenzoic acid